(2R)-N-((S or R)-(3-chloro-4-fluoro-phenyl)(5-chloro-6-(trifluoromethyl)pyridin-3-yl)methyl)-2-methyl-3-oxopiperazine-1-carboxamide ClC=1C=C(C=CC1F)[C@H](NC(=O)N1[C@@H](C(NCC1)=O)C)C=1C=NC(=C(C1)Cl)C(F)(F)F |o1:8|